cyclopropylmethylamine, Formate salt C(=O)O.C1(CC1)CN